5-chloro-1-(4,6-dimethoxypyrimidin-2-yl)-2-methyl-1H-benzoimidazole ClC1=CC2=C(N(C(=N2)C)C2=NC(=CC(=N2)OC)OC)C=C1